NC1=NC=CC=C1C1=NC=2C(=NC(=CC2)C=2C=NN(C2)C(F)F)N1C=1C=C2CC[C@@H](C2=CC1)NC1CCN(CC1)C(C=C)=O 1-(4-{[(1S)-5-[2-(2-aminopyridin-3-yl)-5-[1-(difluoromethyl)pyrazol-4-yl]imidazo[4,5-b]pyridin-3-yl]-2,3-dihydro-1H-inden-1-yl]amino}piperidin-1-yl)prop-2-en-1-one